ClC=1C=C(C=CC1F)NC(=O)C1=C(N=CN1C)C1CC2CC(CC2C1)(O)C1=C(C(=NN1CCO)C1CCC(CC1)O)F N-(3-chloro-4-fluorophenyl)-4-(5-(4-fluoro-3-(4-hydroxycyclohexyl)-1-(2-hydroxyethyl)-1H-pyrazol-5-yl)-5-hydroxyoctahydropentalen-2-yl)-1-methyl-1H-imidazole-5-carboxamide